((6-bromohexyl)oxy)(((Z)-1-((2,8-dimethyl-2-((3E,7E)-4,8,12-trimethyltrideca-3,7,11-trien-1-yl)chroman-6-yl)oxy)octadec-9-en-1-yl)oxy)dimethylsilane BrCCCCCCO[Si](C)(C)OC(CCCCCCC\C=C/CCCCCCCC)OC=1C=C2CCC(OC2=C(C1)C)(CC\C=C(\CC\C=C(\CCC=C(C)C)/C)/C)C